BrCCC1=C(N)C(=CC=C1)CCBr 2,6-di(bromoethyl)aniline